benzyl ((3-(1,1,1-trifluoro-2-methylpropan-2-yl)-1H-1,2,4-triazol-5-yl)methyl)carbamate FC(C(C)(C)C1=NNC(=N1)CNC(OCC1=CC=CC=C1)=O)(F)F